6-chloro-3-(4-methyltetrahydro-2H-pyran-4-yl)pyridinecarbonitrile ClC1=CC=C(C(=N1)C#N)C1(CCOCC1)C